ClC=1C(=NC(=NC1)NC1CCC(CC1)NC(C)=O)C1=CC(=CC=C1)N1C(C=CC=C1)=O N-((1s,4s)-4-((5-chloro-4-(3-(2-oxopyridin-1(2H)-yl)phenyl)pyrimidin-2-yl)amino)cyclohexyl)acetamide